F[C@@H]1CN(CC1)C1CC(C1)N1C(C2(CCNCC2)C2=CC=C(C=C12)B1OC(C(O1)(C)C)(C)C)=O 1-((1R,3s)-3-((S)-3-fluoropyrrolidin-1-yl)cyclobutyl)-6-(4,4,5,5-tetramethyl-1,3,2-dioxaborolan-2-yl)spiro[indoline-3,4'-piperidin]-2-one